C1(CC1)C1=C(C(=NO1)C1=C(C=CC=C1)OC(F)(F)F)COCC12COC(CC1)(CC2)C=2SC=CN2 2-(4-(((5-Cyclopropyl-3-(2-(trifluoromethoxy)phenyl)isoxazol-4-yl)methoxy)methyl)-2-oxabicyclo[2.2.2]octan-1-yl)thiazol